2-(((tert-butyldimethylsilyl)oxy)methyl)-7-(4-fluoro-2-methoxyphenyl)-5,5-dimethyl-N-(2,2,2-trifluoroethyl)-6,7-dihydro-5H-pyrrolo[2,3-d]pyrimidin-4-amine [Si](C)(C)(C(C)(C)C)OCC=1N=C(C2=C(N1)N(CC2(C)C)C2=C(C=C(C=C2)F)OC)NCC(F)(F)F